1-(4-Hydroxy-3-methoxyphenyl)-4-decene-3-ol OC1=C(C=C(C=C1)CCC(C=CCCCCC)O)OC